(2-METHOXY-5-([PROPAN-2-YL(PROPYL)AMINO]METHYL)PHENYL)BORANEDIOL COC1=C(C=C(C=C1)CN(CCC)C(C)C)B(O)O